FS(C1=CC=C(C=C1)N[C@@H]1CC[C@H](CC1)S(=O)(=O)C1=CC=C(C=C1)C1=CC(=CC=C1)C(=O)N)(F)(F)(F)F 4'-{[trans-4-{[4-(pentafluoro-λ6-sulfanyl)phenyl]Amino}cyclohexyl]sulfonyl}-[1,1'-biphenyl]-3-carboxamide